magnesium oxide iron (III) [Fe+3].[O-2].[Mg+2]